COC=1C(N(C=C(N1)CC=O)[C@H](C(=O)OC)CC(C)C)=O (S)-methyl 2-(3-methoxy-2-oxo-5-(2-oxoethyl) pyrazin-1(2H)-yl)-4-methylpentanoate